(Z)-3-(4-(4-(aminomethyl)-1-oxo-1,2-dihydro-phthalazin-6-yl)-1-methyl-1H-pyrazol-5-yl)-2-(3-chlorophenyl)acrylonitrile NCC1=NNC(C2=CC=C(C=C12)C=1C=NN(C1\C=C(/C#N)\C1=CC(=CC=C1)Cl)C)=O